C(C)(C)C1=C(C=CC=C1)[C@H]1N(CCN(C1)CCOC)C1CC2(C1)CCNCC2 |o1:9| (R or S)-2-(2-(2-isopropylphenyl)-4-(2-methoxyethyl)piperazine-1-yl)-7-azaspiro[3.5]Nonane